C1=CC=C(C2=CC=CC=C12)[C@@H]1C2=C(NC(C1)=O)N(N=C2C)C2=CC=CC=C2 (R)-(4-naphthyl)-3-methyl-monophenyl-1,4,5,7-tetrahydro-6H-pyrazolo[3,4-b]pyridin-6-one